ClC1=CC=C(C=C1)C1=CC(=NC(=N1)C=1C=NC=CC1)N1CCN(CC1)C(CO)=O (4-(6-(4-chlorophenyl)-2-(pyridin-3-yl)pyrimidin-4-yl)piperazin-1-yl)-2-hydroxyethan-1-one